O[C@H]1CN(CC1)C(=O)O (R)-3-hydroxypyrrolidine-1-carboxylic acid